C(CC=C)OC=1C=2N(C=C(N1)C1=CC(=NC=C1)C(C)(C)N(C(OC(C)(C)C)=O)CC)C=CN2 tert-butyl (2-(4-(8-(but-3-en-1-yloxy)imidazo[1,2-a]pyrazin-6-yl)pyridin-2-yl)propan-2-yl)(ethyl)carbamate